N-(4-(3-(1,1-dioxido-4-oxo-1,2,5-thiadiazolidin-2-yl)-2-fluoro-4-hydroxyphenyl)-2-methylbut-3-yn-2-yl)methanesulfonamide O=S1(N(CC(N1)=O)C=1C(=C(C=CC1O)C#CC(C)(C)NS(=O)(=O)C)F)=O